(R)-2-(3-(5-((1,3-dimethylazetidin-3-yl)(hydroxy)(4-isopropylphenyl)methyl)pyridin-3-yl)-1,2,4-oxadiazol-5-yl-3-14C)propan-2-ol CN1CC(C1)(C)[C@@](C=1C=C(C=NC1)[14C]1=NOC(=N1)C(C)(C)O)(C1=CC=C(C=C1)C(C)C)O